C(=O)[O-].C1CCCCC1.[Na+] sodium cyclohexane formate